COC=1C=C(C=CC1O)C1C(=O)OC(C1)C (3-methoxy-4-hydroxy-phenyl)-gamma-valerolactone